CC1(OB(OC1(C)C)C=1C=C(C(=O)OC(C)(C)C)C=CC1)C tert-butyl 3-(4,4,5,5-tetramethyl-1,3,2-dioxaborolan-2-yl)benzoate